N[C@H]1CN(CCC1)C(=O)C1=NN(C(=C1)C1=CC(=C(C#N)C=C1)F)C1=C(C=C(C=C1)N1CC(CC1)O)F 4-(3-((R)-3-aminopiperidine-1-carbonyl)-1-(2-fluoro-4-(3-hydroxypyrrolidine-1-yl)phenyl)-1H-pyrazole-5-yl)-2-fluorobenzonitrile